5-(Azidomethyl)-1-methyl-1H-1,2,4-triazole N(=[N+]=[N-])CC1=NC=NN1C